BrC(C#CC1CC2(C1)CCN(CC2)C(=O)OC(C)(C)C)C tert-butyl 2-(3-bromobut-1-ynyl)-7-azaspiro[3.5]nonane-7-carboxylate